N-hydroxy-2-(3-(methyl-(2-methyl-4-quinazolinyl)amino)phenoxy)acetamide ONC(COC1=CC(=CC=C1)N(C1=NC(=NC2=CC=CC=C12)C)C)=O